tosyl-phenyl-propionyl-chloromethylketone S(=O)(=O)(C1=CC=C(C)C=C1)CCC(=O)C(Cl)(C1=CC=CC=C1)C(=O)C(C1=CC=CC=C1)(C(CCS(=O)(=O)C1=CC=C(C)C=C1)=O)Cl